ClC1=C(C=CC(=C1)Cl)[C@H]1S\C(\SC1)=C(/C#N)\N1C=NC=C1 (R)-(-)-(E)-[4-(2,4-dichlorophenyl)-1,3-dithiolan-2-ylidene]-1-imidazoleacetonitrile